(3-chloro-4-(2'-(2-methyl-1,3-dioxolan-2-yl)-[3,4'-bipyridin]-5-yl)phenyl)(4-hydroxypiperidin-1-yl)methanone ClC=1C=C(C=CC1C=1C=C(C=NC1)C1=CC(=NC=C1)C1(OCCO1)C)C(=O)N1CCC(CC1)O